N-(morpholin-3-ylmethyl)glycine N1C(COCC1)CNCC(=O)O